C(=O)(O)CCCC1C2C3C4C=CC(C3C(C1)C2)C4 8-carboxyn-propyltetracyclo[4.4.0.12,5.17,10]-3-dodecene